CC=1C(NC(C1C)=O)=O 3,4-dimethylazoline-2,5-dione